N1=C(C=CC=C1)CN1CCC(CC1)OCCN 2-((1-(pyridin-2-ylmethyl)piperidin-4-yl)oxy)ethan-1-amine